C(CCCCCCCC(=O)O)(=O)O.N(C)C[C@H](O)[C@@H](O)[C@H](O)[C@H](O)CO Meglumine azelate